4-tertiary butyl-benzoyl chloride C(C)(C)(C)C1=CC=C(C(=O)Cl)C=C1